(2R,5R*)-2,5-diethyl-2,3,4,5-tetrahydropyrido[2,3-f][1,4]oxazepine C(C)[C@H]1OC2=C([C@H](NC1)CC)N=CC=C2 |o1:6|